(R)-3-methyl-2-(7-(piperidin-3-yl)-7H-pyrrolo[2,3-c]pyridazin-3-yl)-5-(trifluoro-methyl)phenol, hydrochloride Cl.CC=1C(=C(C=C(C1)C(F)(F)F)O)C1=CC2=C(N=N1)N(C=C2)[C@H]2CNCCC2